6-(tert-butylsulfonyl)-7-chloroimidazo[1,2-a]pyridine C(C)(C)(C)S(=O)(=O)C=1C(=CC=2N(C1)C=CN2)Cl